dimethyl-2,5,7-octatrien-1-ol CC(C=CCC=CC=C)(O)C